N'-(4-{3-[(difluoromethyl)sulfanyl]phenoxy}-2,5-dimethylphenyl)-N-ethyl-N-methylimidoformamide FC(F)SC=1C=C(OC2=CC(=C(C=C2C)N=CN(C)CC)C)C=CC1